2-[(4-{2-[(4-chloro-2-fluorobenzyl)oxy]pyrimidin-4-yl}piperidin-1-yl)methyl]-1-[(1-ethyl-1H-imidazol-5-yl)methyl]-1H-benzimidazole-6-carboxylic acid ClC1=CC(=C(COC2=NC=CC(=N2)C2CCN(CC2)CC2=NC3=C(N2CC2=CN=CN2CC)C=C(C=C3)C(=O)O)C=C1)F